ClC(C1=NC(=NO1)C1=CC=2N(C=C1)C=C(N2)CC(=O)N=S(=O)(C)C2=C(C=CC=C2Cl)Cl)(F)F 2-(7-(5-(chlorodifluoromethyl)-1,2,4-oxadiazol-3-yl)imidazo[1,2-a]pyridin-2-yl)-N-((2,6-dichlorophenyl)(methyl)(oxo)-λ6-sulfaneylidene)acetamide